(R)-N-(2,5-dichloro-4-(N-(1-(piperidin-4-yl)ethyl)sulfamoyl)phenyl)-2-methylbenzamide hydrochloride Cl.ClC1=C(C=C(C(=C1)S(N[C@H](C)C1CCNCC1)(=O)=O)Cl)NC(C1=C(C=CC=C1)C)=O